5-Chloro-2-cyanophenyl 4,6-di-O-acetyl-3-azido-3-deoxy-2-O-methyl-1-thio-β-D-galactopyranoside C(C)(=O)O[C@@H]1[C@@H]([C@H]([C@H](SC2=C(C=CC(=C2)Cl)C#N)O[C@@H]1COC(C)=O)OC)N=[N+]=[N-]